((tert-butoxycarbonyl)((3-fluorobicyclo[1.1.1]pentan-1-yl)methyl)amino)-1H-indole C(C)(C)(C)OC(=O)N(CC12CC(C1)(C2)F)N2C=CC1=CC=CC=C21